C(C)(=O)O[C@H]1[C@@H](O[C@]([C@H]1OCC1=CC=CC=C1)(CF)COCC1=CC=CC=C1)N1C=CC2=C1N=CN=C2Cl (2R,3R,4S,5R)-4-(benzyloxy)-5-((benzyloxy)methyl)-2-(4-chloro-7H-pyrrolo[2,3-d]pyrimidin-7-yl)-5-(fluoromethyl)tetrahydrofuran-3-yl acetate